S1C=C(C=C1)C=1C=C2CCN[C@H](C2=CC1)CNC=1C=NC=CC1C(=O)O 3-({[(1R)-6-(thiol-3-yl)-1,2,3,4-tetrahydroisoquinolin-1-yl]methyl}amino)pyridine-4-carboxylic acid